FC(COC(C(=O)Cl)=O)(F)F.FC1=C(C=CC(=C1)C(F)(F)F)C(C)N(C(C(=O)OCC(F)(F)F)=O)C 2,2,2-Trifluoroethyl 2-[1-[2-fluoro-4-(trifluoromethyl)phenyl]ethyl-methyl-amino]-2-oxo-acetate 2,2,2-Trifluoroethyl-2-chloro-2-oxo-acetate